ClC1=C(C(=O)N[C@H]2[C@H]3CC[C@@H](C2)N3C#N)C=CC(=C1)N1N=CC=3CCCCC13 2-chloro-N-((1R,2R,4S)-7-cyano-7-azabicyclo[2.2.1]heptan-2-yl)-4-(4,5,6,7-tetrahydro-1H-indazol-1-yl)benzamide